(S)-2-(2,5-dioxopyrrolidin-1-yl-3,3,4,4-d4)-N-(phenylmethyl-d2)propanamide indium (Iii) acetate C(C)(=O)[O-].[In+3].O=C1N(C(C(C1([2H])[2H])([2H])[2H])=O)[C@H](C(=O)NC([2H])([2H])C1=CC=CC=C1)C.C(C)(=O)[O-].C(C)(=O)[O-]